ClC1=C(C[C@H]2NC(=NOC2)C=2C(N(N=CC2OC2=CC(=CC=C2)Cl)C)=O)C=CC(=C1)C |r| 4-[(5RS)-5-(2-chloro-4-methylbenzyl)-5,6-dihydro-4H-1,2,4-oxadiazin-3-yl]-5-(3-chlorophenoxy)-2-methylpyridazin-3(2H)-one